ClC=1C=C(C=CC1F)[C@@H](NC(=O)N1[C@@H](C(NCC1)=O)C)C1=CC(=NN1)C(F)(F)F (2R)-N-((R)-(3-chloro-4-fluorophenyl)(3-(trifluoromethyl)-1H-pyrazol-5-yl)methyl)-2-methyl-3-oxopiperazine-1-carboxamide